ClC=1C(=CC=C2CC(N(C12)C)=O)B1OC(C(O1)(C)C)(C)C 7-chloro-1-methyl-6-(4,4,5,5-tetramethyl-1,3,2-dioxaborolan-2-yl)-2,3-dihydro-1H-indol-2-one